2-[1-[2-chloro-4-[[(3S)-2,6-dioxo-3-piperidyl]amino]-6-fluoro-phenyl]-4-hydroxy-4-piperidyl]acetic acid ClC1=C(C(=CC(=C1)N[C@@H]1C(NC(CC1)=O)=O)F)N1CCC(CC1)(O)CC(=O)O